ClC1=C(C=C(OCCCCC(CC(CCCCC#N)(F)F)C2=C(CC3(OCCO3)CC2)C(=O)[O-])C=C1)C 8-(1-(4-chloro-3-methylphenoxy)-11-cyano-7,7-difluoroundecan-5-yl)-1,4-dioxaspiro[4.5]dec-7-ene-7-carboxylate